N1N=C(C=C1)C1CNCCC1 3-(1H-pyrazol-3-yl)piperidine